4-Methoxy-5-methyl-6-(2-(1-(6-(trifluoromethyl)pyridazin-4-yl)azetidin-3-yl)acetyl)-6,7-dihydro-5H-pyrrolo[3,4-d]pyrimidine-2-carbonitrile COC=1C2=C(N=C(N1)C#N)CN(C2C)C(CC2CN(C2)C2=CN=NC(=C2)C(F)(F)F)=O